C(CC)(=O)OC(CN1CCC(CC1)NC1=C2C=C(N(C2=CC=C1)CC(F)(F)F)C#CCNC1=C(C=C(C=C1)S(N)(=O)=O)OC)COC(CC)=O 1-{4-[(2-{3-[(2-methoxy-4-sulfamoylphenyl) amino]prop-1-yn-1-yl}-1-(2,2,2-trifluoroethyl)-1H-indol-4-yl)amino] piperidin-1-yl}-3-(propanoyloxy)propan-2-yl propanoate